rac-(1S,2S)-1-amino-1-(4-chlorophenyl)propan N[C@@H](CC)C1=CC=C(C=C1)Cl |r|